2-Methyl-2-(1-(5-(trifluoromethyl)pyrimidin-2-yl)piperidin-4-yl)propionic acid CC(C(=O)O)(C)C1CCN(CC1)C1=NC=C(C=N1)C(F)(F)F